(2-fluoromalonate) lithium [Li+].FC(C(=O)[O-])C(=O)[O-].[Li+]